[4-(octyloxy)phenyl]phenyl-iodonium hexafluorophosphate F[P-](F)(F)(F)(F)F.C(CCCCCCC)OC1=CC=C(C=C1)[I+]C1=CC=CC=C1